methyl (S)-1-(4-fluorophenyl)-2-((quinuclidin-4-ylmethyl)carbamoyl)-1,2,3,4-tetrahydroisoquinoline-7-carboxylate FC1=CC=C(C=C1)[C@@H]1N(CCC2=CC=C(C=C12)C(=O)OC)C(NCC12CCN(CC1)CC2)=O